3-(4-(4-(hydroxymethyl)-6-(trifluoromethyl)pyridin-3-yl)phenyl)-N-(4-(trifluoromethyl)oxazol-2-yl)oxetane-3-carboxamide OCC1=C(C=NC(=C1)C(F)(F)F)C1=CC=C(C=C1)C1(COC1)C(=O)NC=1OC=C(N1)C(F)(F)F